C(C)(C)(C)C1=NC(=NO1)C(=O)N[C@H](C)C1=C(C(=C(C=C1)C1=NC=NN2C1=CC(=C2)N2CCOCC2)F)C (R)-5-(tert-butyl)-N-(1-(3-fluoro-2-methyl-4-(6-morpholinopyrrolo[2,1-f][1,2,4]triazin-4-yl)phenyl)ethyl)-1,2,4-oxadiazole-3-carboxamide